C(C=C)(=O)N1[C@H](CN(CC1)C=1C2=C(N=C(N1)OCC1(CC1)CN1CCCC1)C(=C(N=C2)C2=CC=CC1=CC=CC(=C21)C#C)F)CC#N (S)-2-(1-acryloyl-4-(7-(8-acetenylnaphthalen-1-yl)-8-fluoro-2-((1-(pyrrolidin-1-ylmethyl)cyclopropyl)methoxy)pyridino[4,3-d]pyrimidin-4-yl)piperazin-2-yl)acetonitrile